ICCOCCCOCCCCCOC=1C=C(C=CC1)[C@@H](C)NS(=O)(=O)C1=C(C=CC=C1)[N+](=O)[O-] (R)-N-(1-(3-(5-(3-(2-iodoethoxy)propoxy)pentyloxy)phenyl)ethyl)-2-nitrobenzenesulfonamide